FC=1C(=C(C=O)C=C(C1)C1=C(N=C(S1)C1=CC=C(C=C1)N1CCCC1)C)O 3-fluoro-2-hydroxy-5-(4-methyl-2-(4-(pyrrolidin-1-yl)phenyl)thiazol-5-yl)benzaldehyde